2-ethoxyethyl methacrylate isodecyl-methacrylate C(CCCCCCC(C)C)OC(C(=C)C)=O.C(C(=C)C)(=O)OCCOCC